ethyl 2-(1-methyl-4-piperidyl)-5-[[6-(trifluoromethyl)pyridine-2-carbonyl] amino]pyrazolo[1,5-a]pyridine-6-carboxylate CN1CCC(CC1)C1=NN2C(C=C(C(=C2)C(=O)OCC)NC(=O)C2=NC(=CC=C2)C(F)(F)F)=C1